3-((2-(1H-pyrrolo[2,3-b]pyridin-3-yl)pyrimidin-4-yl)amino)-1-(methanesulfonyl)-N-(2,2,2-trifluoroethyl)azetidine-3-carboxamide N1C=C(C=2C1=NC=CC2)C2=NC=CC(=N2)NC2(CN(C2)S(=O)(=O)C)C(=O)NCC(F)(F)F